[Ru+2].ClC=1C(=C(C=CC1C)C(C)C)Cl dichloro(p-methyl-isopropylbenzene) ruthenium (II)